7-((3-(diethylamino)propyl)carbamoyl)benzo[d]imidazo[2,1-b]thiazol C(C)N(CCCNC(=O)C1=CC2=C(N3C(S2)=NC=C3)C=C1)CC